6-(3-bromophenyl)dinaphtho[2,1-b:1',2'-d]furan BrC=1C=C(C=CC1)C1=CC=2C=CC=CC2C2=C1OC1=C2C2=CC=CC=C2C=C1